4-(3-cyclopentyl-7-fluoro-2-methyl-2H-indazol-5-yl)-N-(5-((4-ethylpiperazin-1-yl)methyl)pyridin-2-yl)pyrimidin-2-amine C1(CCCC1)C=1N(N=C2C(=CC(=CC12)C1=NC(=NC=C1)NC1=NC=C(C=C1)CN1CCN(CC1)CC)F)C